C1(CC1)C(=O)NC1=CC(=C(N=N1)C(=O)NC([2H])([2H])[2H])NC1=NC=CC=2C3=C(CN(C12)C)N=NN3C(F)F 6-(cyclopropanecarboxamido)-4-((1-(difluoromethyl)-5-methyl-4,5-dihydro-1H-[1,2,3]triazolo[4,5-c][1,7]naphthyridin-6-yl)amino)-N-(methyl-d3)pyridazine-3-carboxamide